2-isopentyl-2-isopropyl-1,3-propanediol bis(diphenylphosphonite) C1(=CC=CC=C1)P(O)(O)C1=CC=CC=C1.C1(=CC=CC=C1)P(O)(O)C1=CC=CC=C1.C(CC(C)C)C(CO)(CO)C(C)C